(4-nitrophenyl)-1,2,4-thiadiazole [N+](=O)([O-])C1=CC=C(C=C1)C1=NSC=N1